3-chloro-1-methyl-2-oxo-1,2-dihydroquinolin-7-yl trifluoromethanesulfonate FC(S(=O)(=O)OC1=CC=C2C=C(C(N(C2=C1)C)=O)Cl)(F)F